2-{3-[(2-ethoxyethyl)carbamoyl]azetidin-1-yl}-5-oxo-8-(1,3-thiazol-2-yl)-5h,8h-pyrido[2,3-d]pyrimidine-6-carboxylic acid C(C)OCCNC(=O)C1CN(C1)C=1N=CC2=C(N1)N(C=C(C2=O)C(=O)O)C=2SC=CN2